2-[(1-n-propyltridecyl)oxy]ethanol C(CC)C(CCCCCCCCCCCC)OCCO